ClC1=CC=C(C(=N1)C(=O)O)NC(C)C=1C=C(C=C2C(C(=C(OC12)C1=CC2=CN(N=C2C=C1)C)C)=O)C 6-Chloro-3-[1-[3,6-dimethyl-2-(2-methylindazol-5-yl)-4-oxo-chromen-8-yl]ethylamino]pyridine-2-carboxylic acid